BrC1=CC=CC=2OC(OC21)C2=C(C=C(C#N)C=C2)F 4-(4-Bromo-1,3-benzodioxol-2-yl)-3-fluorobenzonitrile